N-(1H-benzo[d]imidazol-2-yl)-1-cyanopyrrolidine-3-carboxamide N1C(=NC2=C1C=CC=C2)NC(=O)C2CN(CC2)C#N